Benzyl (R)-2-cyclopropyl-2-hydroxyacetate C1(CC1)[C@H](C(=O)OCC1=CC=CC=C1)O